fluoro-2'H-dispiro[cyclohexane-1,1'-indene-3',1''-cyclopropane]-3-one FC1C2(C1)CC1(C3=CC=CC=C32)CC(CCC1)=O